4-tertbutyl-styrene C(C)(C)(C)C1=CC=C(C=C)C=C1